BrC=1C2=CN(N=C2C(=C(C1)F)C(=O)OC)C methyl 4-bromo-6-fluoro-2-methyl-indazole-7-carboxylate